ClC1=NC(=C(C(=O)O)C=C1)C(F)(F)F 6-chloro-2-(trifluoromethyl)nicotinic acid